3-[2-[(2S)-2-[4-(4-cyclohexylbutylcarbamoyl)-1,3-oxazol-2-yl]pyrrolidine-1-carbonyl]-4-methoxyphenyl]propanoic acid C1(CCCCC1)CCCCNC(=O)C=1N=C(OC1)[C@H]1N(CCC1)C(=O)C1=C(C=CC(=C1)OC)CCC(=O)O